C(O)(O)=O.C1(CC(C(CC1)C(C)C)C(C(C)O)O)C menthylpropyleneglycol carbonate